(±)-cyclopropyl(3-(trifluoromethyl)phenyl)methanamine hydrochloride Cl.C1(CC1)[C@@H](N)C1=CC(=CC=C1)C(F)(F)F |r|